CC1(C(C1CCCCC(C)=O)CC(=O)O)C 2-(2,2-dimethyl-3-(5-oxohexyl)cyclopropyl)acetic acid